N-(3-aminopropyl)-1-aminomethyltriethoxysilane NCCCNC[Si](OCC)(OCC)OCC